C[Na] methylSodium